CN(C1CN(CC1)S(=O)(=O)C=1C=CC(=C(C1)C1=CN=C2C(=NC=NN21)N)C)C 7-(5-((3-(Dimethylamino)pyrrolidin-1-yl)sulfonyl)-2-methylphenyl)imidazo[2,1-f][1,2,4]triazin-4-amine